6-(1-ethoxyethenyl)-2-(3-[3-[(4-methyl-1,2,4-triazol-3-yl)methyl]oxetan-3-yl]phenyl)-8-(trifluoromethyl)imidazo[1,5-a]pyridin-3-one C(C)OC(=C)C=1C=C(C=2N(C1)C(N(C2)C2=CC(=CC=C2)C2(COC2)CC2=NN=CN2C)=O)C(F)(F)F